iron (III) (p-toluenesulfonate) CC1=CC=C(C=C1)S(=O)(=O)[O-].[Fe+3].CC1=CC=C(C=C1)S(=O)(=O)[O-].CC1=CC=C(C=C1)S(=O)(=O)[O-]